[Si](C)(C)(C(C)(C)C)OCCCCC=O 5-((tert-butyldimethylsilyl)oxy)pentanal